CC1=CC(=C(C(=C1)C(C)(C)C)O)C(C)(C)C 4-methyl-2,6-bis-tert-butylphenol